COC1=CC=C(COC2=NC=CC=C2)C=C1 (4-methoxybenzyloxy)pyridine